carbonylcyclohexylamine C(=O)=NC1CCCCC1